BrC1=C(C=CC=C1)CC(C)N1C(=NC=C1)C(=O)OCC Ethyl 1-(1-(2-bromophenyl) propan-2-yl)-1H-imidazole-2-carboxylate